6-Cyclopropyl-5-methoxy-pyridazin-3-amine C1(CC1)C1=C(C=C(N=N1)N)OC